C(=O)(O)C1=CC=C(C=C1)NC(CCC(=O)O)=O N-(4-carboxyphenyl)succinamic acid